CN(C(=O)[C@@H]1CN(CC[C@H]1NC(=O)C1=NOC(=C1)C1=C(C=C(C=C1F)F)F)C1CCCC1)C (3R,4R)-1-cyclopentyl-4-{[5-(2,4,6-trifluoro-phenyl)-isoxazole-3-carbonyl]-amino}-piperidine-3-carboxylic acid dimethylamide